CN(C1=NC=2N(C3=CC(=CC=C13)C=C)C=NN2)C=2C=C(C=CC2)C2=CC=C(C=C2)C N-Methyl-N-(4'-methyl-[1,1'-biphenyl]-3-yl)-8-vinyl-[1,2,4]triazolo[4,3-a]quinazolin-5-amine